2-((5-(2-((2,6-dimethylpyrimidin-4-yl)amino)pyrazolo[1,5-a]pyridin-5-yl)-1-methyl-1H-pyrazol-4-yl)oxy)-1-(1-methylcyclopropyl)ethanone CC1=NC(=CC(=N1)NC1=NN2C(C=C(C=C2)C2=C(C=NN2C)OCC(=O)C2(CC2)C)=C1)C